ClC1=CC=C(C=C1)CS(=O)(=O)NC1=CC=C(C=C1)NC(=O)NCC1=CN=CO1 1-(4-Chlorophenyl)-N-(4-(3-(oxazol-5-ylmethyl)ureido)phenyl)methanesulfonamide